1,4-bis(p-toluidino)anthraquinone C1(=CC=C(C=C1)NC1=CC=C(C=2C(C3=CC=CC=C3C(C12)=O)=O)NC1=CC=C(C=C1)C)C